4-(N,O-dimethylhydroxylaminocarbonyl)phenylboronic acid B(C1=CC=C(C=C1)C(=O)N(C)OC)(O)O